4-[4-[3-cyano-4-[(2S)-2-(3,5-difluoro-2-pyridinyl)-2-hydroxy-ethoxy]pyrazolo[1,5-a]pyridin-6-yl]-5-methyl-triazol-1-yl]piperidine-1-carboxylic acid tert-butyl ester C(C)(C)(C)OC(=O)N1CCC(CC1)N1N=NC(=C1C)C=1C=C(C=2N(C1)N=CC2C#N)OC[C@@H](O)C2=NC=C(C=C2F)F